C1(=CC=CC=C1)[C@@H](C)NC1=NC(=CC=C1[N+](=O)[O-])Cl (R)-2-N-(1-phenylethyl)-6-chloro-3-nitropyridin-2-amine